1-Methyl-2-oxo-1,2-dihydroquinoline-5-carbaldehyde CN1C(C=CC=2C(=CC=CC12)C=O)=O